5-(4-methoxyquinazolin-6-yl)-N-((tetrahydrofuran-2-yl)methyl)pyrrolo[2,1-f][1,2,4]triazin-2-amine COC1=NC=NC2=CC=C(C=C12)C=1C=CN2N=C(N=CC21)NCC2OCCC2